OC(C(=O)N1CC2=C(N=C(NC2=O)C2(CC2)C2=CC=CC=C2)CC1)C=1C=NC=C(C1)C(F)(F)F 6-(2-hydroxy-2-(5-(trifluoromethyl)pyridin-3-yl)acetyl)-2-(1-phenylcyclopropyl)-5,6,7,8-tetrahydropyrido[4,3-d]pyrimidin-4(3H)-one